CN1C(=CC=C1)C=CC(=O)N 3-((R)-1-methylpyrrol-2-yl)acrylamide